Acetylbismuth C(C)(=O)[Bi]